2,6-di-tert-butyl-4-[(2-oxiranyl)methyl]phenol C(C)(C)(C)C1=C(C(=CC(=C1)CC1OC1)C(C)(C)C)O